[Tm+3].[Er+3] erbium (3+) thulium (3+)